COCN(CCN1N=CC(=C1)CN(CCC(=O)OC(CCCCCC)CCCCCCCC)CCC(=O)OC(CCCCCC)CCCCCCCC)COC di(pentadecan-7-yl) 3,3'-(((1-(2-(bis(methoxymethyl)amino)ethyl)-1H-pyrazol-4-yl)methyl)azanediyl)dipropionate